Chloropropyl-ammonium chloride [Cl-].ClCCC[NH3+]